4-amino-3-(propylcarbamoyl)-8-(3-(trifluoromethyl)pyrazin-2-yl)isoquinolin-2-oxide NC1=C([N+](=CC2=C(C=CC=C12)C1=NC=CN=C1C(F)(F)F)[O-])C(NCCC)=O